3,4-bis(di-n-pentylphosphino)-2-methylthiophene C(CCCC)P(C1=C(SC=C1P(CCCCC)CCCCC)C)CCCCC